CC1=C(C=CC=C1)NC=1C=CC=C2C1OC1=C2C=2C=CC=CC2C=C1C1CCCCC1 N-(2-methylphenyl)-6-cyclohexylbenzo[b]naphtho[1,2-d]furan-8-amine